NC1=C(C=CC(=C1)C1=NOC(=N1)CCC1CCCC1)NCCC(=O)N1CCOCC1 3-((2-amino-4-(5-(2-cyclopentylethyl)-1,2,4-oxadiazol-3-yl)phenyl)amino)-1-morpholinopropan-1-one